N-(2-methylphenyl)maleimide CC1=C(C=CC=C1)N1C(C=CC1=O)=O